1-Ethyl-5-[[(1R,2R)-2-hydroxycyclohexyl]amino]pyrazolol C(C)N1N=C(C=C1N[C@H]1[C@@H](CCCC1)O)O